ClC1=CC=C2C(=C(NC2=C1)C(=O)OCC)C=1N=NN(C1)CC1CCN(CC1)CCNS(=O)(=O)C1=CC=C(C=C1)C ethyl 6-chloro-3-(1-((1-(2-((4-methylphenyl) sulfonamido) ethyl) piperidin-4-yl) methyl)-1H-1,2,3-triazol-4-yl)-1H-indole-2-carboxylate